N-(7-Amino-1-methyl-pyrazolo[3,4-c]pyridin-4-yl)-2-oxo-2-[(2R,5S)-2-[4-[2-(dimethylamino)ethyl]phenyl]-5-methyl-1-piperidyl]acetamide NC=1N=CC(=C2C1N(N=C2)C)NC(C(N2[C@H](CC[C@@H](C2)C)C2=CC=C(C=C2)CCN(C)C)=O)=O